C(C)OCC=1N(C2=C(C=NC=3C=CC=CC23)N1)CC(C)(O)C 1-[2-(ethoxymethyl)imidazo[4,5-c]quinolin-1-yl]-2-methyl-propan-2-ol